3,3'-dimethoxy-5,5'-dimethyl-2,2'-biphenol COC1=C(C(=CC(=C1)C)O)C=1C(=CC(=CC1OC)C)O